Cl.N[C@H](C)C1=CC=C(C=C1)C1=C(C=C(C=2NC(C3=CC=CC=C3C12)=O)Cl)OC (R)-1-(4-(1-aminoethyl)phenyl)-4-chloro-2-methoxy-6(5H)-phenanthridinone hydrochloride